COC(C1=C(C=C(C(=C1)OC1=CC(=CC=C1)C(N(C)C)=O)[N+](=O)[O-])OS(=O)(=O)C)OC methanesulfonic acid 2-(dimethoxymethyl)-4-[3-(dimethylcarbamoyl) phenoxy]-5-nitrophenyl ester